9-(4-chloro-2-fluoro-phenyl)-2,3-dimethyl-7-[rac-(2S,6R)-2-(1-cyclopropylpyrazol-4-yl)-6-methyl-morpholin-4-yl]pyrido[1,2-a]pyrimidin-4-one ClC1=CC(=C(C=C1)C1=CC(=CN2C1=NC(=C(C2=O)C)C)N2C[C@@H](O[C@@H](C2)C)C=2C=NN(C2)C2CC2)F |r|